FC(C1=CC=C(C=C1)C1=NN(C=2C1=NC=CC2)C2CN(CC21CC1)C(C=C)=O)(F)F 1-(7-(3-(4-(trifluoromethyl)phenyl)-1H-pyrazolo[4,3-b]pyridin-1-yl)-5-azaspiro[2.4]heptan-5-yl)-prop-2-en-1-one